2-(3'-tert-butyl-2'-bromo-5'-methylphenyl)-5-chlorobenzotriazole C(C)(C)(C)C=1C(=C(C=C(C1)C)N1N=C2C(=N1)C=CC(=C2)Cl)Br